3-[[4-hydroxy-1-[(3R,4R)-1-(o-tolylmethyl)-3-phenyl-piperidine-4-carbonyl]-4-piperidinyl]methyl]thieno[2,3-d]pyrimidin-4-one OC1(CCN(CC1)C(=O)[C@H]1[C@@H](CN(CC1)CC1=C(C=CC=C1)C)C1=CC=CC=C1)CN1C=NC2=C(C1=O)C=CS2